COC(=O)C1=C(C=C(C=C1)B(O)O)C 4-METHOXYCARBONYL-3-METHYLPHENYLBORONIC ACID